N-(2-Pyridyl)-5-[[(3S)-1-[2-oxo-2-[(2S)-2-cyanopyrrolidin-1-yl]ethyl]pyrrolidin-3-yl]amino]chinolin-8-carboxamid N1=C(C=CC=C1)NC(=O)C=1C=CC(=C2C=CC=NC12)N[C@@H]1CN(CC1)CC(N1[C@@H](CCC1)C#N)=O